COCCOC1=CC=2N(C=C1)C(=CN2)C(=O)N2CC1=C(CC2)C(=CS1)C(=O)NC1=CC(=CC=C1)C(F)(F)F 6-(7-(2-methoxyethoxy)-imidazo[1,2-a]pyridine-3-carbonyl)-N-(3-(trifluoro-methyl)phenyl)-4,5,6,7-tetrahydrothieno[2,3-c]pyridine-3-carboxamide